OC1=CC=C(C=C1)C1=C(C(=NC(=C1)C1=CC=C(C=C1)Cl)N)C#N 4-(4-hydroxyphenyl)-6-p-chlorophenyl-2-amino-3-cyanopyridine